ClC1=C(C=C(OCC(=O)NC23CC(C2)(C3)C(=O)NNC(=O)C3(CN(C3)C(=O)OC(C)(C)C)F)C=C1)F tert-butyl 3-(2-(3-(2-(4-chloro-3-fluorophenoxy) acetamido) bicyclo[1.1.1]pentane-1-carbonyl) hydrazinecarbonyl)-3-fluoroazetidine-1-carboxylate